methyl 2-(5-hydroxy-1,3-dimethyl-1H-pyrazol-4-yl)-6-methylisonicotinate OC1=C(C(=NN1C)C)C=1C=C(C(=O)OC)C=C(N1)C